O=C1NC(=NN1C=1C=CC=C2C=CC(NC12)=O)C1CN(CCC1)CC=1C=CC=C2CCNCC12 8-(5-oxo-3-(1-((1,2,3,4-tetrahydroisoquinolin-8-yl)methyl)piperidin-3-yl)-4,5-dihydro-1H-1,2,4-triazol-1-yl)quinolin-2(1H)-one